(E)-isopropyl 3-(3,4-dihydroxyphenyl)acrylate OC=1C=C(C=CC1O)/C=C/C(=O)OC(C)C